oleic acid erucyl ester C(CCCCCCCCCCC\C=C/CCCCCCCC)OC(CCCCCCC\C=C/CCCCCCCC)=O